C(#N)CC=1C=C(C=CC1)C1=NOC(=N1)C(C)NC(OC(C)(C)C)=O tert-butyl (1-(3-(3-(cyanomethyl)phenyl)-1,2,4-oxadiazol-5-yl)ethyl)carbamate